5,7-dimethyl-1-tosyl-1H-indole-4-carbaldehyde CC1=C(C=2C=CN(C2C(=C1)C)S(=O)(=O)C1=CC=C(C)C=C1)C=O